3-methyl-3-(6-((s)-2-methylpiperazin-1-yl)pyridin-3-yl)piperidine CC1(CNCCC1)C=1C=NC(=CC1)N1[C@H](CNCC1)C